7-(4-cyano-3-fluorophenyl)-5,6,7,8-tetrahydro-2,7-naphthyridine-3-carboxylic acid C(#N)C1=C(C=C(C=C1)N1CCC=2C=C(N=CC2C1)C(=O)O)F